6-chloro-N-[(6-{[(cyclohexylmethyl)amino]methyl}imidazo[1,2-a]pyridin-2-yl)methyl]-1H-indazole-4-carboxamide ClC=1C=C(C=2C=NNC2C1)C(=O)NCC=1N=C2N(C=C(C=C2)CNCC2CCCCC2)C1